Br[C@@H](C(=O)O)C(C)C (R)-2-bromo-3-methylbutyric acid